(3S,4S) or (3R,4R)-4-(4-{2-[(1,5-dimethyl-1H-pyrazol-4-yl)amino]-6-methylquinazolin-7-yl}piperidin-1-yl)oxolan-3-ol CN1N=CC(=C1C)NC1=NC2=CC(=C(C=C2C=N1)C)C1CCN(CC1)[C@@H]1[C@@H](COC1)O |o1:25,26|